ClC1=NC=CC2=C1NN=N2 4-chloro-3H-[1,2,3]triazolo[4,5-c]pyridine